O=C1NC(CCC1N1CCOC2=C1C=CC=C2C2CCC(CC2)N(C(OC(C)(C)C)=O)C)=O tert-butyl N-[4-[4-(2,6-dioxo-3-piperidyl)-2,3-dihydro-1,4-benzoxazin-8-yl]cyclohexyl]-N-methyl-carbamate